ClC=1N=C(N(C1)C)C1=CC=C(CN2C3=NC(=NC(=C3N(C2=N)C)C#CC2CC2)C2=C(C=CC=C2)Cl)C=C1 9-(4-(4-chloro-1-methyl-1H-imidazol-2-yl)benzyl)-2-(2-chlorophenyl)-6-(cyclopropylethynyl)-7-methyl-7,9-dihydro-8H-purin-8-imine